6-(3-(methoxymethoxy)-5-(1-(tetrahydro-2H-pyran-2-yl)-1H-pyrazol-4-yl)pyridin-2-yl)-3-((2,2,6,6-tetramethylpiperidin-4-yl)oxy)-1,2,4-triazine COCOC=1C(=NC=C(C1)C=1C=NN(C1)C1OCCCC1)C1=CN=C(N=N1)OC1CC(NC(C1)(C)C)(C)C